N-Ethyl-glutamin C(C)N[C@@H](CCC(N)=O)C(=O)O